C(#N)C1=C(C=C(C=C1)OC1=CC=CC=C1)C1=CC=C(C=C1)CN(C(CCCC)=O)C1(CCCCC1)C(=O)O 1-(N-((2'-Cyano-5'-phenoxy-[1,1'-biphenyl]-4-yl)methyl)pentan-amido)cyclohexanecarboxylic Acid